(S)-3-(6-oxo-6,8-dihydro-2H,7H-spiro[furo[2,3-e]isoindole-3,4'-piperidin]-7-yl-2,2-d2)piperidine-2,6-dione O=C1N(CC2=C3C(=CC=C12)C1(CCNCC1)C(O3)([2H])[2H])[C@@H]3C(NC(CC3)=O)=O